ethyltetradecyldiundecyl-ammonium C(C)[N+](CCCCCCCCCCC)(CCCCCCCCCCC)CCCCCCCCCCCCCC